1-(1-(2,6-dichlorophenyl)ethyl)-4-iodo-1H-pyrazole ClC1=C(C(=CC=C1)Cl)C(C)N1N=CC(=C1)I